N-(4-aminoquinolin-7-yl)-5-chloro-2-hydroxybenzoamide NC1=CC=NC2=CC(=CC=C12)NC(C1=C(C=CC(=C1)Cl)O)=O